2-({4-[2-(4-chloro-2-fluorophenyl)-2-methyl-1,3-benzodioxol-4-yl]piperidin-1-yl}methyl)-1-[3-(1H-1,2,4-triazol-1-yl)propyl]-1H-benzimidazole-6-carboxylic acid ClC1=CC(=C(C=C1)C1(OC2=C(O1)C=CC=C2C2CCN(CC2)CC2=NC1=C(N2CCCN2N=CN=C2)C=C(C=C1)C(=O)O)C)F